N-(1-cyanocyclopropyl)-4-((2S,5R)-2,5-dimethylmorpholino)-9H-pyrimido[4,5-b]indole-7-sulfonamide C(#N)C1(CC1)NS(=O)(=O)C1=CC=C2C3=C(NC2=C1)N=CN=C3N3C[C@@H](OC[C@H]3C)C